C1=CC=CC2=C1C(C1=C(CS2)C=CC=C1)=O 6H-benzo[c][1]benzothiepin-11-one